ClC=1C=C(C=CC1C(F)(F)F)NC=1N(C2=NC(=NC=C2N1)NC1CC1)C1CCNCC1 N8-(3-chloro-4-(trifluoromethyl)phenyl)-N2-cyclopropyl-9-(piperidin-4-yl)-9H-purine-2,8-diamine